2-benzyl-1,1-dioxo-1,2-thiazolidin-4-ol C(C1=CC=CC=C1)N1S(CC(C1)O)(=O)=O